NC=1C=C(C(=O)O)C=C(C1)C1=NC2=CC(=CC=C2C(=C1)N1C=NC=C1)Cl 3-amino-5-(7-chloro-4-(1H-imidazol-1-yl)quinolin-2-yl)benzoic acid